N[C@@H]1CCC2=C(N(C=C21)C)C(=O)NC2=CC(=C(C=C2)F)Cl |r| racemic-4-amino-N-(3-chloro-4-fluorophenyl)-2-methyl-2,4,5,6-tetrahydrocyclopenta[c]pyrrole-1-carboxamide